CN([C@@H](CC1=CC(=C(C(=O)N)C=C1)F)CNC(C[C@@H](C1(CC1)C(F)(F)F)C=1C=NC(=CC1)C)=O)C 4-[(2S)-2-(dimethylamino)-3-[(3R)-3-(6-methylpyridin-3-yl)-3-[1-(trifluoromethyl)cyclopropyl]propanamido]propyl]-2-fluorobenzamide